4-hydroxypyridine sodium salt [Na].OC1=CC=NC=C1